FC1CN(C1)CCC1=NN(C(C(=C1)C(F)(F)F)=O)[C@H](C(=O)N)CC(C)C (S)-2-(3-(2-(3-fluoroazetidin-1-yl)ethyl)-6-oxo-5-(trifluoromethyl)pyridazine-1(6H)-yl)-4-methylpentanamide